N-cyclohexyl-2-[2-fluoro-5-[[6-oxo-4-(trifluoromethyl)-1H-pyridine-3-carbonyl]amino]-4-[rac-(3R,5S)-3,4,5-trimethylpiperazin-1-yl]phenyl]-1,3-thiazole-4-carboxamide C1(CCCCC1)NC(=O)C=1N=C(SC1)C1=C(C=C(C(=C1)NC(=O)C1=CNC(C=C1C(F)(F)F)=O)N1C[C@H](N([C@H](C1)C)C)C)F |r|